CC1=C2C(=NN1COCC[Si](C)(C)C)[C@H](CC2)O (S)-3-methyl-2-((2-(trimethylsilyl)ethoxy)methyl)-2,4,5,6-tetrahydrocyclopenta[c]pyrazol-6-ol